ClC1=CN=C2C(=N1)NN=C2 6-chloro-1H-pyrazolo[3,4-b]pyrazine